dibenzo[1,4]-dioxin C1=CC=CC=2OC3=C(OC21)C=CC=C3